6-(4-(imidazo[1,2-a]pyridin-3-yl)piperidin-1-yl)-2-morpholinobenzo[d]oxazole N=1C=C(N2C1C=CC=C2)C2CCN(CC2)C2=CC1=C(N=C(O1)N1CCOCC1)C=C2